N(=C=O)C(CCC1=C(C=CC=C1)CCC(N=C=O)N=C=O)N=C=O bis(diisocyanatopropyl)benzene